1-[(oxazolidin-4-yl)methyl]-1H-pyrazole-4-carboxamide O1CNC(C1)CN1N=CC(=C1)C(=O)N